C1(=CC=CC2=CC=C3C=C4C=CC=CC4=CC3=C12)NC1=CC=C(C=C1)N N'-tetraphenyl-1,4-phenylenediamine